Cl.C(CCCCCC)C(C(=O)O[C@@H]1CC2(C[C@H]1OC(C(CCCCCCC)CCCCCCC)=O)CCN(CC2)CCCCCO)CCCCCCC |r| rac-(2R,3R)-8-(5-hydroxypentyl)-8-azaspiro[4.5]decane-2,3-diyl bis(2-heptylnonanoate) hydrochloride salt